ClC=1C=C2C(C=C(OC2=C(C1)NC1=CC2=C(OCCO2)C=C1)N1CCOCC1)=O 6-chloro-8-((2,3-dihydrobenzo[b][1,4]dioxin-6-yl)amino)-2-morpholino-4H-chromen-4-one